4'-cyclopropyl-5-methoxy-6'-(methoxy-d3)-4-(4-(1-methyl-4-(trifluoromethyl)-1H-imidazol-2-yl)benzyl)-2,5'-bipyrimidine C1(CC1)C1=NC=NC(=C1C1=NC=C(C(=N1)CC1=CC=C(C=C1)C=1N(C=C(N1)C(F)(F)F)C)OC)OC([2H])([2H])[2H]